OCCCCCCCCOC1=CC=C(C(=O)O)C=C1 4-((8-hydroxyoctyl)oxy)-benzoic acid